2,2'-azobis(4-methoxy)-2,4-dimethylvaleronitrile CC1CC(OC/N=N\COC1)(C)C#N